C(#N)N1C[C@@H](N(CC1)C)C(=O)NC=1SC(=CN1)C1=CC=CC=C1 (R)-4-cyano-1-methyl-N-(5-phenylthiazol-2-yl)piperazine-2-carboxamide